9,9'-(4,6-bis(2,6-diphenylpyrimidin-4-yl)-5-(3-phenyl-9H-carbazol-9-yl)-1,3-phenylene)bis(9H-carbazole) C1(=CC=CC=C1)C1=NC(=CC(=N1)C1=C(C=C(C(=C1N1C2=CC=CC=C2C=2C=C(C=CC12)C1=CC=CC=C1)C1=NC(=NC(=C1)C1=CC=CC=C1)C1=CC=CC=C1)N1C2=CC=CC=C2C=2C=CC=CC12)N1C2=CC=CC=C2C=2C=CC=CC12)C1=CC=CC=C1